BrC1=CC=C(C=C1)C1(CNC(C1)=O)CC(=O)O (3-(4-bromophenyl)-5-oxopyrrolidin-3-yl)acetic acid